CC1=C(C=C)C(=CC(=C1)Cl)Cl 2-methyl-4,6-dichlorostyrene